C(C)(C)(C)OC(=O)N(C/C=C/C(=O)OCC)C ethyl (E)-4-((tert-butoxycarbonyl)(methyl)amino)but-2-enoate